4-((4-(2-Isopropyloxazol-5-yl)pyridin-2-yl)((4-(4-methoxy-3-methylphenyl)bicyclo[2.2.2]octan-1-yl)methyl)carbamoyl)cyclohexyl-3-hydroxyazetidine C(C)(C)C=1OC(=CN1)C1=CC(=NC=C1)N(C(=O)C1CCC(CC1)N1CC(C1)O)CC12CCC(CC1)(CC2)C2=CC(=C(C=C2)OC)C